C(C)(C)(C)C1=NC(=NO1)C(=O)NCC1[C@@H]2CN(C[C@H]1CC2)C=2C=1N(C=C(N2)C=2C=NN(C2)C)N=CC1 5-(tert-butyl)-N-(((1R,5S,8r)-3-(6-(1-methyl-1H-pyrazol-4-yl)pyrazolo[1,5-a]pyrazin-4-yl)-3-azabicyclo[3.2.1]oct-8-yl)methyl)-1,2,4-oxadiazole-3-carboxamide